ClC=1N=C(C2=C(N1)C=CS2)NC2=NNC(=C2)C 2-chloro-N-(5-methyl-1H-pyrazol-3-yl)thieno[3,2-d]pyrimidin-4-amine